(R)-N4-(3-(2,3-Difluorobenzamido)-1-methyl-1H-pyrazol-5-yl)-2-methyl-N1-((S)-11-oxo-2,3,10,11-tetrahydro-1H,5H-benzo[d]pyrazolo[1,2-a][1,2]diazepin-10-yl)succinamide FC1=C(C(=O)NC2=NN(C(=C2)NC(C[C@H](C(=O)N[C@H]2C3=C(CN4N(C2=O)CCC4)C=CC=C3)C)=O)C)C=CC=C1F